dimethylenebis(6-α-methyl-benzyl-p-cresol) CC(C1=CC=CC=C1)C=1C=C(C=C(C1O)CCC1=CC(=CC(=C1O)C(C1=CC=CC=C1)C)C)C